2-[4-[4-[(2,6-dioxo-3-piperidyl)amino]phenyl]-3,3-difluoro-1-piperidyl]-N-[5-fluoro-7-hydroxy-6-(1,1,4-trioxo-1,2,5-thiadiazolidin-2-yl)-2-naphthyl]acetamide O=C1NC(CCC1NC1=CC=C(C=C1)C1C(CN(CC1)CC(=O)NC1=CC2=CC(=C(C(=C2C=C1)F)N1S(NC(C1)=O)(=O)=O)O)(F)F)=O